benzene (diazo)tetrakis(2,3,4,5-tetrafluorophenyl)borate ethyl-2-(2-(azidomethyl)-4-(4-(trifluoromethyl)phenyl)-3,4-dihydroquinoxalin-1(2H)-yl)acetate C(C)OC(CN1C(CN(C2=CC=CC=C12)C1=CC=C(C=C1)C(F)(F)F)CN=[N+]=[N-])=O.[N+](=[N-])=C1C(=C(C(=C(C1[B-](C1=C(C(=C(C(=C1)F)F)F)F)(C1=C(C(=C(C(=C1)F)F)F)F)C1=C(C(=C(C(=C1)F)F)F)F)F)F)F)F.C1=CC=CC=C1